NC1=C2C(=NC=N1)N(N=C2C2=CC=C(C=C2)OC2=CC=CC=C2)[C@H]2CN(CCC2)CCCCl (R)-1-(3-(4-amino-3-(4-phenoxyphenyl)-1H-pyrazolo[3,4-d]pyrimidine-1-yl)piperidin-1-yl)-3-chloropropane